5-mercaptoimidazo[1,2-d][1,2,4]triazin-8-ol SC1=NN=C(C=2N1C=CN2)O